7-[(7S)-7-amino-5-azaspiro[2.4]hept-5-yl]-8-chloro-6-fluoro-1-[(1R,2S)-2-fluoropropyl]-1,4-dihydro-4-oxoquinoline-3-carboxylic acid hydrate O.N[C@@H]1CN(CC12CC2)C2=C(C=C1C(C(=CN(C1=C2Cl)C[C@H](C)F)C(=O)O)=O)F